1-(4-(4-coumarinyl)-phenyl)-3-(2-chlorophenyl)-2-propen-1-one O1C(=O)C=C(C2=CC=CC=C12)C1=CC=C(C=C1)C(C=CC1=C(C=CC=C1)Cl)=O